((4,6-dichloropyrimidin-5-yl)methylene)-1H-indene-1,3(2H)-dione ClC1=NC=NC(=C1C=C1C(C2=CC=CC=C2C1=O)=O)Cl